CC1(CC1)NC(O[C@H]1C[C@H](CC1)C1=CC(=NN1)NC(CCC1=C(C(=CC=C1)OCC1=CC=C(C=C1)OC)C1OCCO1)=O)=O (1R,3S)-3-(3-(3-(2-(1,3-dioxolan-2-yl)-3-((4-methoxybenzyl)oxy)phenyl) propanamido)-1H-pyrazol-5-yl)cyclopentyl (1-methylcyclopropyl)carbamate